C1(CC1)C=1N=C2C=3C=C(C=NC3C=CN2C1C)C=1C=NN(C1)C 2-Cyclopropyl-3-methyl-9-(1-methyl-1H-pyrazol-4-yl)imidazo[2,1-f][1,6]naphthyridine